N-acetamidobenzophenone hydrazone C(C)(=O)NNN=C(C1=CC=CC=C1)C1=CC=CC=C1